4-chloro-2-(1-methyl-1H-pyrazol-4-yl)-1-(phenylsulfonyl)-1H-pyrrolo[2,3-b]pyridine-5-carbaldehyde ClC1=C2C(=NC=C1C=O)N(C(=C2)C=2C=NN(C2)C)S(=O)(=O)C2=CC=CC=C2